N[C@@H](CC1=CNC2=CC=NC=C12)C(=O)O 5-azatryptophan